1-(4-methylsulfonylphenyl)pyrazol-3-amine CS(=O)(=O)C1=CC=C(C=C1)N1N=C(C=C1)N